(3-methoxy-4-(1-neopentyl-1H-1,2,3-triazol-4-yl)phenyl)(4-(5-methyloxazolo[4,5-b]pyridin-2-yl)piperazin-1-yl)methanone COC=1C=C(C=CC1C=1N=NN(C1)CC(C)(C)C)C(=O)N1CCN(CC1)C=1OC=2C(=NC(=CC2)C)N1